tert-butyl 4-[3-(diethoxyphosphorylmethyl)-1-[1-[(4-methoxyphenyl)methyl]-2,6-dioxo-3-piperidyl]-2-oxo-benzimidazol-5-yl]piperidine-1-carboxylate C(C)OP(=O)(OCC)CN1C(N(C2=C1C=C(C=C2)C2CCN(CC2)C(=O)OC(C)(C)C)C2C(N(C(CC2)=O)CC2=CC=C(C=C2)OC)=O)=O